N-(4-((5-chloropyrimidin-2-yl)oxy)-3-methylphenyl)-3-(4-fluorophenoxy)cyclobutane-1-carboxamide ClC=1C=NC(=NC1)OC1=C(C=C(C=C1)NC(=O)C1CC(C1)OC1=CC=C(C=C1)F)C